C(C1=CC=CC=C1)OC1=C(C=C(C(=C1)OCC1=CC=CC=C1)C(C)C)C1=C(C(=NO1)C(=O)OC)Br methyl 5-(2,4-bis(benzyloxy)-5-isopropylphenyl)-4-bromoisoxazole-3-carboxylate